3-[[4-[2-[(6-aminopyrazin-2-yl)amino]pyrazolo[1,5-a]pyridin-5-yl]-6-(difluoromethoxy)-3-pyridyl]oxy]-2,2-dimethyl-propanenitrile NC1=CN=CC(=N1)NC1=NN2C(C=C(C=C2)C2=C(C=NC(=C2)OC(F)F)OCC(C#N)(C)C)=C1